3-(5-(5-bromo-1-tosyl-1H-pyrazolo[3,4-c]pyridin-3-yl)-2-morpholinophenoxy)propan-1-ol BrC=1C=C2C(=CN1)N(N=C2C=2C=CC(=C(OCCCO)C2)N2CCOCC2)S(=O)(=O)C2=CC=C(C)C=C2